P(=O)(O)(O)O.C(#N)[SiH3] cyanosilane phosphate